6'-(cyclopentylmethoxy)-5-((2,5-dichlorophenyl)thio)-6-oxo-2-(thiophen-3-yl)-1,2,3,6-tetrahydro-[2,2'-bipyridin]-4-yl (2-methoxyethyl) carbonate C(OC=1CC(NC(C1SC1=C(C=CC(=C1)Cl)Cl)=O)(C1=NC(=CC=C1)OCC1CCCC1)C1=CSC=C1)(OCCOC)=O